2-(2-ethyl)ethynylphenol CCC#CC1=C(C=CC=C1)O